ClC=1C(=NC(=NC1)NC1=C(C=C(C=C1)N1CCN(CC1)C)OC(C)C)NC=1C(=NC=CC1)N(C)C 5-chloro-N4-(2-(dimethylamino)pyridin-3-yl)-N2-(2-isopropoxy-4-(4-methylpiperazin-1-yl)phenyl)pyrimidine-2,4-diamine